rel-tert-butyl (1R,2R,5S)-2-(4-(1-(2-(diisopropylcarbamoyl)-4-fluorophenyl)-1H-pyrrolo[2,3-c]pyridine-3-carbonyl)piperidine-1-carbonyl)-3-azabicyclo[3.2.0]heptane-3-carboxylate C(C)(C)N(C(=O)C1=C(C=CC(=C1)F)N1C=C(C=2C1=CN=CC2)C(=O)C2CCN(CC2)C(=O)[C@H]2[C@@H]1CC[C@@H]1CN2C(=O)OC(C)(C)C)C(C)C |o1:32,33,36|